Cl.[Cl-] chloride compound with hydrogen chloride